ClC=1C=CC2=C(CC3(OCCCO3)C=CN2)C1 7-chloro-1,5-dihydrospiro[1-benzazepine-4,2'-[1,3]dioxane]